3-(5-(((1R,2R)-2-(((3,3-difluorocyclobutyl)methyl)amino)cyclohexyl)(methyl)amino)-1-oxoisoindolin-2-yl)piperidine-2,6-dione FC1(CC(C1)CN[C@H]1[C@@H](CCCC1)N(C=1C=C2CN(C(C2=CC1)=O)C1C(NC(CC1)=O)=O)C)F